FC=1C=C(C=C(C1)F)S(=O)(=O)N1CCC2(C[C@H](CO2)N2CC3(COC3)C2)CC1 (R)-8-((3,5-difluorophenyl)sulfonyl)-3-(2-oxa-6-azaspiro[3.3]heptan-6-yl)-1-oxa-8-azaspiro[4.5]decane